[I].CN1CC=CC2=CC=CC=C12 1-methylquinoline iodine salt